4-[5-ethyl-3-(trifluoromethyl)pyrazol-1-yl]benzonitrile C(C)C1=CC(=NN1C1=CC=C(C#N)C=C1)C(F)(F)F